BrC=1C=C(C2=C(NC(=N2)C(F)(F)F)C1)C(=O)OC methyl 6-bromo-2-(trifluoromethyl)-1H-benzo[d]imidazole-4-carboxylate